tert-butyl (2S,4R)-4-(benzyloxy)-2-((4-bromo-6-chloropyridazin-3-yl)carbamoyl)-2-ethylpyrrolidine-1-carboxylate C(C1=CC=CC=C1)O[C@@H]1C[C@@](N(C1)C(=O)OC(C)(C)C)(CC)C(NC=1N=NC(=CC1Br)Cl)=O